C(#CC)C1C(CCCC1)NC(O)=O.NC=1SC=C(N1)N1C(CCC1)=O 1-(2-aminothiazol-4-yl)pyrrolidin-2-one 2-propynyl-cyclohexylcarbamat